Methyl-aminopropyl-acrylamide tert-butyl-((5-chloro-2-phenyl-4-(4,4,5,5-tetramethyl-1,3,2-dioxaborolan-2-yl)-2,3-dihydrobenzofuran-2-yl)methyl)carbamate C(C)(C)(C)N(C(O)=O)CC1(OC2=C(C1)C(=C(C=C2)Cl)B2OC(C(O2)(C)C)(C)C)C2=CC=CC=C2.CC=C(C(=O)N)CCCN